C1CC=C2C=CC(C=C12)=O inden-6(1H)-one